C(C[2H])([2H])([2H])C1=CC=C(C=C1)NC(=O)NC1=CNC2=C(C(=C(C(=C12)[2H])[2H])[2H])[2H] 1-(4-(ethyl-1,1,2-d3)phenyl)-3-(1H-indol-3-yl-4,5,6,7-d4)urea